FC(C(=O)O)(F)F.C(C)(C)OC1=CC=2N(C=C1C(=O)NC=1C(N(C=CC1)[C@@H]1[C@@H](C1)C)=O)C=C(N2)[C@]21CO[C@](CC2)(C1)C 7-isopropoxy-2-((1R,4S)-1-methyl-2-oxabicyclo[2.2.1]heptan-4-yl)-N-(1-((1S,2R)-2-methylcyclopropyl)-2-oxo-1,2-dihydropyridin-3-yl)imidazo[1,2-a]pyridine-6-carboxamide trifluoroacetate